N1(CCCC1)CCC[Si](OC)(OC)OC 3-(1-pyrrolidinyl)propyltrimethoxysilane